benzyl (3R,4S,5S)-3-[(tert-butoxycarbonyl)amino]-4-hydroxy-4,5-dimethylpiperidine-1-carboxylate C(C)(C)(C)OC(=O)N[C@@H]1CN(C[C@@H]([C@]1(C)O)C)C(=O)OCC1=CC=CC=C1